[Cu].[Au].[Sn] tin-gold-copper